NC1=NC=NN2C1=C(C=C2C=2C(=CC(=C(C(=O)N[C@@H]1CN(C[C@@H]1F)C(C1=C(C=C(C=C1)F)F)=O)C2)C)F)C(F)(F)F 5-[4-amino-5-(trifluoromethyl)pyrrolo[2,1-f][1,2,4]triazin-7-yl]-N-[(3R,4S)-1-(2,4-difluorobenzoyl)-4-fluoropyrrolidin-3-yl]-4-fluoro-2-methylbenzamide